Rel-(2s,3r,5s)-4-[[3-(3-Ethyl-4-Fluoro-2-Methoxy-Phenyl)-5-Methyl-5-(Trifluoromethyl)Tetrahydrofuran-2-Carbonyl]Amino]Pyridine-2-Carboxamide C(C)C=1C(=C(C=CC1F)[C@@H]1[C@H](O[C@@](C1)(C(F)(F)F)C)C(=O)NC1=CC(=NC=C1)C(=O)N)OC |o1:9,10,12|